chloro-1-methyl-pyridin-2-one ClC=1C(N(C=CC1)C)=O